ClC1=C(O[C@H](C)C2CCN(CC2)C(=O)N2C[C@@H]3[C@@H](OCCN3)CC2)C=CC(=C1)F |o1:4| (-)-cis-6-(4-((R or S)-1-(2-chloro-4-fluorophenoxy)ethyl)piperidine-1-carbonyl)hexahydro-2H-pyrido[4,3-b][1,4]Oxazin